FC(C(=O)O)(F)F.COC=1C=C(C=C2CN(C(C12)=O)C1C(NC(CC1)=O)=O)N1CCNCC1 3-(7-methoxy-1-oxo-5-(piperazin-1-yl)isoindolin-2-yl)piperidine-2,6-dione 2,2,2-trifluoroacetate